[Si](C1=CC=CC=C1)(C1=CC=CC=C1)(C(C)(C)C)OC[C@@]12C[C@H](CN2C(C(C1)(C)F)=O)F (6R,7aR)-7a-(((tert-Butyldiphenylsilyl)oxy)methyl)-2,6-difluoro-2-methylhexahydro-3H-pyrrolizin-3-one